BrC=1C(=CC2=C(N(CCC3=C2SC=C3)S(=O)(=O)C3=CC=C(C)C=C3)C1)C(=O)OCC[Si](C)(C)C 2-(trimethylsilyl)ethyl 8-bromo-6-tosyl-5,6-dihydro-4H-benzo[b]thieno[2,3-d]azepine-9-carboxylate